[Na+].SCCCS(=O)(=O)[O-] 3-sulfhydryl-1-propanesulfonic acid sodium salt